7-chloro-2-((1S,2S)-2-(4-methylpyrimidin-2-yl)cyclopropyl)-1,6-naphthyridin-4(1H)-one ClC1=NC=C2C(C=C(NC2=C1)[C@@H]1[C@H](C1)C1=NC=CC(=N1)C)=O